ethyl 2-(3-(3-chloro-5-(5-methyl-1,2,4-oxadiazol-3-yl)benzamido)propanamido)-4-methylthiazole-5-carboxylate ClC=1C=C(C(=O)NCCC(=O)NC=2SC(=C(N2)C)C(=O)OCC)C=C(C1)C1=NOC(=N1)C